C(=O)(OC(C)(C)C)N[C@@H](CC=1SC=CC1)C(=O)O Boc-3-(2-thienyl)-L-alanine